(6-hydroxy-9-(1-phenyl-1H-1,2,3-triazol-4-yl)-[1,2,4]triazolo[5,1-a]isoquinoline-5-carbonyl)glycine OC1=C(N2C(C3=CC(=CC=C13)C=1N=NN(C1)C1=CC=CC=C1)=NC=N2)C(=O)NCC(=O)O